4-Cyclopropyl-N-((1S)-(4,4-difluorocyclohexyl)(5-(2-methoxy-1-(4-methyl-2-oxo-2,3-dihydro-1H-imidazol-1-yl)ethyl)benzo[d]oxazol-2-yl)methyl)-1,2,5-oxadiazole-3-carboxamide C1(CC1)C=1C(=NON1)C(=O)N[C@H](C=1OC2=C(N1)C=C(C=C2)C(COC)N2C(NC(=C2)C)=O)C2CCC(CC2)(F)F